O1CCC2=C1C=CC(=C2)NC(=O)C=2C=CC1=C(C=3N(CCO1)C=NC3)C2 N-(2,3-dihydrobenzofuran-5-yl)-5,6-dihydrobenzo[f]imidazo[1,5-d][1,4]oxazepine-10-carboxamide